BrCC(=O)NC=1SC2=C(N1)C=CC(=C2)O 2-bromo-N-(6-hydroxybenzo[d]thiazol-2-yl)acetamide